CN(S(=O)(=O)NC(=O)C1=CSC=2C1=NC=CC2)C N-(N,N-dimethylaminosulfonyl)thieno[3,2-b]pyridine-3-carboxamide